C1(CC1)N1CC=CC2=C1N=C(N=C2)NC2=C(C=C(C=C2)N2CCN(CC2)C)OC 8-Cyclopropyl-2-((2-methoxy-4-(4-methylpiperazin-1-yl)phenyl)amino)pyrido[2,3-d]pyrimidine